6-(2-methyl-3-oxoisoindolin-5-yl)-5-(1-((1-methylcyclopentyl)methyl)-1H-pyrazol-4-yl)picolinonitrile CN1CC2=CC=C(C=C2C1=O)C1=C(C=CC(=N1)C#N)C=1C=NN(C1)CC1(CCCC1)C